ClC12CC(C1)(C2)N2N=C1N(C2=O)[C@@H](CC1)C1=CC(=CC=C1)F (S)-2-(3-chlorobicyclo[1.1.1]pentan-1-yl)-5-(3-fluorophenyl)-2,5,6,7-tetrahydro-3H-pyrrolo[2,1-c][1,2,4]triazol-3-one